N-cyclohexyl-3-((3S,6S,12aS)-6-isobutyl-9-methoxy-1,4-dioxo-1,2,3,4,6,7,12,12a-octahydropyrazino[1',2':1,6]pyrido[3,4-b]indol-3-yl)-N-methylpropanamide C1(CCCCC1)N(C(CC[C@@H]1NC([C@@H]2CC3=C(NC=4C=C(C=CC34)OC)[C@@H](N2C1=O)CC(C)C)=O)=O)C